FC(C1=CC(=NN1CCS(=O)(=O)C)C(=O)O)F 5-(difluoromethyl)-1-(2-methylsulfonylethyl)pyrazole-3-carboxylic acid